tert-butyl (4-(2-((2S)-4-(4-(2,6-dioxopiperidin-3-yl)phenyl)-2-methylpiperazin-1-yl)ethyl)piperidin-1-yl)carbamate O=C1NC(CCC1C1=CC=C(C=C1)N1C[C@@H](N(CC1)CCC1CCN(CC1)NC(OC(C)(C)C)=O)C)=O